N1[C@@H](COCC1)COC(NC=1C(=C2C(=NC=NN2C1)N(C=1C=C2C=NNC2=CC1)CC1=CC(=CC=C1)F)C)=O [4-[[1-(3-fluorophenyl)methyl]-1H-indazol-5-ylamino]-5-methylpyrrolo[2,1-f][1,2,4]triazin-6-yl]carbamic acid (3S)-3-Morpholinylmethyl ester